COC(=O)C1=C(C=C(C=C1)C1=CC=CC=C1)N1CC2=CC=C(C=C2C1=O)C(=O)O 2-(4-Methoxycarbonylbiphenyl-3-yl)-3-oxo-2,3-dihydro-1H-isoindole-5-carboxylic acid